CCC(C)[C@@H](C)C=C[C@@H](C)[C@H]1CC[C@H]2C3=CC(C4(CC(CC[C@]4(C)[C@H]3CC[C@]12C)O)O)O Methylergosta-7,22-diene-3,5,6-triol